FC=1C=C(C=C(C1N1CCC(CC1)C)F)NC1=CC=C(CNC(=O)C2CNC(C2)=O)C=C1 N-(4-((3,5-difluoro-4-(4-methylpiperidin-1-yl)phenyl)amino)benzyl)-5-oxopyrrolidine-3-carboxamide